ClC1=NC(=C2N=CN(C2=N1)CC)C1=CC=NC=C1 2-chloro-9-ethyl-6-(4-pyridyl)purine